4-(5-chloro-2-(isopropylamino)pyridine-4-yl)-N-(3-fluorobenzyl)-1h-pyrrole-2-formamide ClC=1C(=CC(=NC1)NC(C)C)C=1C=C(NC1)C(=O)NCC1=CC(=CC=C1)F